[2-[6-chloro-3-fluoro-2-(5-hydroxy-2,6-dimethyl-3-oxo-pyridazin-4-yl)phenyl]ethyl]-N-ethyl-2-fluoro-N-methyl-benzamide ClC1=CC=C(C(=C1CCC=1C(=C(C(=O)N(C)CC)C=CC1)F)C=1C(N(N=C(C1O)C)C)=O)F